COC(C1=C(C(=C(C=C1)O)OC)[N+](=O)[O-])=O 2-nitro-3-methoxy-4-hydroxybenzoic acid methyl ester